4-(4-chlorophenyl)pyrimidine-2-carboxylic acid ClC1=CC=C(C=C1)C1=NC(=NC=C1)C(=O)O